C(C)C(COC([C@H](C)NP(=O)(OC1=CC=CC=C1)OC1=C(C(=C(C(=C1F)F)F)F)F)=O)CC (2S)-2-(((perfluorophenoxy)(phenoxy)phosphoryl)amino)propionic acid-2-ethylbutyl ester